1-isopropyl-2,4-dioxol C(C)(C)C=1OCOC1